5-(((trans-3-(3-cyclopropyl-4-(4-((1-methylpiperidin-4-yl)amino)pyridin-2-yl)-1H-pyrazol-1-yl)cyclobutyl)methyl)amino)-2-(2,6-dioxopiperidin-3-yl)isoindoline-1,3-dione C1(CC1)C1=NN(C=C1C1=NC=CC(=C1)NC1CCN(CC1)C)[C@@H]1C[C@H](C1)CNC=1C=C2C(N(C(C2=CC1)=O)C1C(NC(CC1)=O)=O)=O